N1-((ethylimino)methylene)-N3,N3-dimethylpropan-1,3-diamine C(C)N=C=NCCCN(C)C